C(=O)=C(CC(=O)[O-])CCCCCCCCCCC β-carbonyltetradecanoate